(S)-tert-butyl 3-((1-(N-(4-(cyclopentylmethoxy)-5-cyclopropyl-2-fluorobenzoyl)sulfamoyl)piperidin-4-yl)oxy)pyrrolidine-1-carboxylate C1(CCCC1)COC1=CC(=C(C(=O)NS(=O)(=O)N2CCC(CC2)O[C@@H]2CN(CC2)C(=O)OC(C)(C)C)C=C1C1CC1)F